C(C)OCC1=C(CC2=C[C@@](C3(C(=C12)C)CC3)(C)O)C (R)-3'-(ethoxymethyl)-6'-hydroxy-2',4',6'-trimethylspiro[cyclopropane-1,5'-inden]